NC(CN1N=C(C(=C1)NC(=O)C=1C=NN2C1N=C(C=C2)N[C@H]2[C@H](CCCC2)NC(OC(C)(C)C)=O)C(N)=O)=O tert-butyl ((1S,2R)-2-((3-((1-(2-amino-2-oxoethyl)-3-carbamoyl-1H-pyrazol-4-yl)carbamoyl)pyrazolo[1,5-a]pyrimidin-5-yl)amino)cyclohexyl)carbamate